4-(2-(6-methylpyridin-2-yl)-5,6-dihydrocyclopenta[d]imidazol-1(4H)-yl)quinoline-6-carboxamide CC1=CC=CC(=N1)C1=NC2=C(N1C1=CC=NC3=CC=C(C=C13)C(=O)N)CCC2